1-(2-(1-methyl-1H-imidazo[1,2-b]pyrazole-7-carbonyl)-2-azaspiro[3.3]heptan-6-yl)-3-(2-(trifluoromethyl)pyridin-4-yl)urea CN1C=CN2N=CC(=C21)C(=O)N2CC1(C2)CC(C1)NC(=O)NC1=CC(=NC=C1)C(F)(F)F